(S)-6-(4-(4-acryloyl-1-(2,2,2-trifluoroethyl)piperazin-2-yl)-6-chloropyridin-2-yl)-N,2-dimethylpyrimidine-4-carboxamide C(C=C)(=O)N1C[C@@H](N(CC1)CC(F)(F)F)C1=CC(=NC(=C1)Cl)C1=CC(=NC(=N1)C)C(=O)NC